8-((2S,6S)-2,6-Dimethylmorpholino)-3-(hydroxymethyl)-N-(3-methyloxetan-3-yl)-N-[(2-(trimethylsilyl)ethoxy)methyl]imidazo[1,5-a]pyridine-6-sulfonamide C[C@@H]1O[C@H](CN(C1)C=1C=2N(C=C(C1)S(=O)(=O)N(COCC[Si](C)(C)C)C1(COC1)C)C(=NC2)CO)C